N-{(1S)-1-cyano-2-[(3S)-2-oxopyrrolidin-3-yl]ethyl}-4-methyl-N2-{[4-methyl-2-(trifluoromethyl)-1,3-thiazol-5-yl]carbonyl}-L-leucinamide C(#N)[C@H](C[C@H]1C(NCC1)=O)NC([C@@H](NC(=O)C1=C(N=C(S1)C(F)(F)F)C)CC(C)(C)C)=O